CN1C(C(=CC(=C1)[N+](=O)[O-])[N+](=O)[O-])=O 1-methyl-3,5-dinitropyridin-2-one